C(CCCCCCC\C=C/CCCCCCCC)(=O)O.C(CCCCCCC\C=C/CCCCCCCC)(=O)O.C(CCCCCCC\C=C/CCCCCCCC)(=O)O.O=C[C@H](O)[C@@H](O)[C@H](O)[C@H](O)CO Glucose Trioleate